C(=O)O.NCCOCCNC(C1=C(C=C(C=C1)NC=1C=2N(C=CN1)C(=CN2)C=2C(=NN(C2)CC(=C)Cl)C(F)(F)F)CC)=O N-[2-(2-aminoethoxy)ethyl]-4-[[3-[1-(2-chloroprop-2-enyl)-3-(trifluoromethyl)pyrazol-4-yl]imidazo[1,2-a]pyrazin-8-yl]amino]-2-ethylbenzamide formate